1-(4-(2-(4-isopropyl-5-(8-methoxy-[1,2,4]triazolo[1,5-a]pyridin-6-yl)-1H-pyrazol-3-yl)thiazol-5-yl)piperazin-1-yl)-2-methylpropan-2-ol C(C)(C)C=1C(=NNC1C=1C=C(C=2N(C1)N=CN2)OC)C=2SC(=CN2)N2CCN(CC2)CC(C)(O)C